C(C)(C)(C)NC(=O)N1CC(C1)NC(=O)[C@H]1CN(CCC1)S(=O)(=O)C1=CC=C(C=C1)S(N(CC)CC)(=O)=O (R)-N-(1-(tert-butylcarbamoyl)azetidin-3-yl)-1-((4-(N,N-diethylsulfamoyl)phenyl)sulfonyl)piperidine-3-carboxamide